ClC1=CC=C(C=C1)NC(NC1=CC(=CC=C1)C1=CC=C(C=C1)C1=CC=CC=C1)=O 3-(4-chlorophenyl)-1-[3-(4-phenylphenyl)phenyl]urea